((1-(benzyloxy)dodec-5-en-3-yl)oxy)(tert-butyl)dimethylsilane C(C1=CC=CC=C1)OCCC(CC=CCCCCCC)O[Si](C)(C)C(C)(C)C